7-(9-acryloyl-7,9-diazaspiro[bicyclo[3.3.1]nonane-3,3'-oxetan]-7-yl)-10-(2,4-difluorophenyl)-9-(trifluoromethyl)-2,3-dihydro-5H-[1,4]thiazino[2,3,4-ij]quinazolin-5-one C(C=C)(=O)N1C2CC3(COC3)CC1CN(C2)C2=NC(N1C3=C(C(=C(C=C23)C(F)(F)F)C2=C(C=C(C=C2)F)F)SCC1)=O